ClC1=CC(N(C=C1Cl)C1=CC=C(C=C1)N1N=CC(=C1C(F)(F)F)C(=O)N)=O 1-(4-(4,5-dichloro-2-oxopyridin-1(2H)-yl)phenyl)-5-(trifluoromethyl)-1H-pyrazole-4-carboxamide